2-(6-(Methoxymethyl)pyridin-3-yl)-N-(1-(2-(4-methoxyphenyl)-2-oxoethyl)piperidin-4-yl)-N-methylacetamide, 2,2,2-trifluoroacetate salt FC(C(=O)O)(F)F.COCC1=CC=C(C=N1)CC(=O)N(C)C1CCN(CC1)CC(=O)C1=CC=C(C=C1)OC